[N+](=O)([O-])C1=C(C=CC=C1)NC12CNCC(CC1)C2 N-(2-nitrophenyl)-3-azabicyclo[3.2.1]octan-1-amine